FC(S(=O)(=O)[O-])(F)F.FC(C=1C=C(C=CC1)[I+]C1=C(C=C(C=C1C)C)C)(F)F (3-(trifluoromethyl)phenyl)(2,4,6-trimethylphenyl)iodonium trifluoromethanesulfonate